C(#N)C1=CN=C(N1)C(=O)NC1=C(C=C(C=C1)C1(CC2(C(C(C(C1)(N2C(=O)OC)C)[2H])[2H])C)O)C2(C(CC(CC2)(C)C)[2H])[2H] methyl 3-[4-[(5-cyano-1H-imidazole-2-carbonyl)amino]-3-(1,2-dideuterio-4,4-dimethylcyclohexyl)phenyl]-6,7-dideuterio-3-hydroxy-1,5-dimethyl-8-azabicyclo[3.2.1]octane-8-carboxylate